1-((5-chloro-3-(1-(trifluoromethyl)-1H-pyrazol-4-yl)-2H-pyrazolo[4,3-b]pyridin-2-yl)methyl)cyclopropane-1-carbonitrile ClC=1C=CC=2C(N1)=C(N(N2)CC2(CC2)C#N)C=2C=NN(C2)C(F)(F)F